NC1=C2N=CN(C2=NC=N1)C(C)(OCP(=O)(OC1=CC=CC=C1)Cl)C (((R)-1-(6-amino-9H-purin-9-yl)-1-methyl-ethoxy)methyl)phenoxyphosphoryl chloride